(2R,3R,4S,5S,6S)-2-((8-chloroquinolin-2-yl)(2,2-difluorobenzo[d][1,3]dioxol-5-yl)amino)-6-(methoxycarbonyl)tetrahydro-2H-pyran-3,4,5-triyl triacetate C(C)(=O)O[C@H]1[C@@H](O[C@@H]([C@H]([C@@H]1OC(C)=O)OC(C)=O)C(=O)OC)N(C1=CC2=C(OC(O2)(F)F)C=C1)C1=NC2=C(C=CC=C2C=C1)Cl